C(#N)C1(CC1)NC(=O)[C@H]1N(C[C@@H](C1)S(=O)(=O)C1=C(C=C(C=C1)C1=CN=C(S1)C)C)C(=O)C1(CC1)C(F)(F)F (2S,4R)-N-(1-cyanocyclopropyl)-4-(2-methyl-4-(2-methylthiazol-5-yl)phenylsulfonyl)-1-(1-(trifluoromethyl)cyclopropanecarbonyl)pyrrolidine-2-carboxamide